(4-methyl-1-piperazinyl)-cyclohexanol CN1CCN(CC1)C1(CCCCC1)O